OC=1C(=NC=C(C(=O)O)C1)C(F)(F)F 5-hydroxy-6-(trifluoromethyl)nicotinic acid